1-[1-(2,4-difluorophenyl)ethyl]cyclobutane-1-carbonitrile FC1=C(C=CC(=C1)F)C(C)C1(CCC1)C#N